alpha-bromo-4-chloroacetophenone C1=CC(=CC=C1C(=O)CBr)Cl